N(=O)C=1C=C(C(=CC1)O)C p-nitroso-o-cresol